CSCOC1=CC=2N(C(C(=C(N2)C(F)(F)F)C=2C=NN(C2)CC(C(F)(F)F)(F)F)=O)C=C1 8-(methylsulfanylmethoxy)-3-[1-(2,2,3,3,3-pentafluoropropyl)-1H-pyrazol-4-yl]-2-(trifluoromethyl)-4H-pyrido[1,2-a]pyrimidin-4-one